(1-(tert-Butoxycarbonyl)-6-chloro-7-fluoro-3-methyl-1H-indol-2-yl)boronic Acid C(C)(C)(C)OC(=O)N1C(=C(C2=CC=C(C(=C12)F)Cl)C)B(O)O